ClC=1C=C(C=C(C1)Cl)C=1C2=C(N=CN1)C(=C(C=N2)NC(=O)[C@H]2CCOC1=CC=CC=C21)N(C)C (4S)-N-[4-(3,5-dichlorophenyl)-8-(dimethylamino)pyrido[3,2-d]pyrimidin-7-yl]chromane-4-carboxamide